perfluoro(5-methyl-3,6-dioxo-1-nonene) FC(=C(C(C(C(C(C(C(C(F)(F)F)(F)F)(F)F)=O)(C(F)(F)F)F)(F)F)=O)F)F